tert-Butyl 8-[5-(hydroxymethyl)-3-iodo-1-{[2-(trimethylsilyl)ethoxy] methyl}-1H-pyrazolo[3,4-b]pyrazin-6-yl]-3,8-diazabicyclo[3.2.1]octane-3-carboxylate OCC=1N=C2C(=NC1N1C3CN(CC1CC3)C(=O)OC(C)(C)C)N(N=C2I)COCC[Si](C)(C)C